C(#N)C1=CC(=C(COC2=CC=CC(=N2)N2CC3=NN(C=C3C2)C(=O)OCC2=CC=CC=C2)C=C1)F benzyl 5-(6-((4-cyano-2-fluorobenzyl)oxy)pyridin-2-yl)-5,6-dihydropyrrolo[3,4-c]pyrazole-2(4H)-carboxylate